(2S)-N-[7-benzyloxy-5-fluoro-6-(1,1,4-trioxo-1,2,5-thiadiazolidin-2-yl)-2-naphthyl]-2-[4-[1-(2,6-dibenzyloxy-3-pyridyl)-3-methyl-2-oxo-benzimidazol-5-yl]phenyl]-3-hydroxy-propanamide C(C1=CC=CC=C1)OC1=C(C(=C2C=CC(=CC2=C1)NC([C@H](CO)C1=CC=C(C=C1)C1=CC2=C(N(C(N2C)=O)C=2C(=NC(=CC2)OCC2=CC=CC=C2)OCC2=CC=CC=C2)C=C1)=O)F)N1S(NC(C1)=O)(=O)=O